C(CC\C=C/CC=CCC=CCC=CCC=CCCCCC)(=O)O cis-4,7,10,13,16-Docosapentaenoic acid